FC1=C(C(=C(C=C1OC)OC)F)N1C(N(C2=C(C1)C=NC(=C2)CNC(C=C)=O)CC=2C=NN(C2)C)=O N-((3-(2,6-difluoro-3,5-dimethoxyphenyl)-1-((1-methyl-1H-pyrazol-4-yl)methyl)-2-oxo-1,2,3,4-tetrahydropyrido[4,3-d]pyrimidin-7-yl)methyl)acrylamide